((((2R,3S,4R,5R)-5-(4-(benzyl(methyl)amino)-6-chloro-1H-pyrazolo[3,4-d]pyrimidin-1-yl)-3,4-dihydroxytetrahydrofuran-2-yl)methoxy)methyl)phosphonic acid C(C1=CC=CC=C1)N(C1=C2C(=NC(=N1)Cl)N(N=C2)[C@H]2[C@@H]([C@@H]([C@H](O2)COCP(O)(O)=O)O)O)C